CC1=CC=C(C=C1)S(=O)(=O)OCCOCCCC1=NC=CC(=C1)N1C2CN(CC1CC2)C2=C(N=NC(=C2)C2=C(C=CC=C2)OCOC)N 2-[3-[4-(3-[3-amino-6-[2-(methoxymethoxy)phenyl]pyridazin-4-yl]-3,8-diazabicyclo[3.2.1]octan-8-yl)pyridin-2-yl]propoxy]ethyl 4-methylbenzene-1-sulfonate